N-(7,8-dichloro-1-ethyl-2-oxo-1,2,3,4,5,6-hexahydroazepino[4,5-b]indol-10-yl)-2-hydroxyacetamide ClC1=C(C=C(C=2C3=C(NC12)CCNC(C3CC)=O)NC(CO)=O)Cl